FC(C1=CC=C(C=C1)C1=CC=C(C=C1)C(CCC)N1C=NC=C1C(=O)O)(F)F 1-(1-(4'-(trifluoromethyl)-[1,1'-biphenyl]-4-yl)butyl)-1H-imidazole-5-carboxylic acid